ClC=1N=C(C2=C(N1)OC(CO2)C2=CC=CC1=CC=CC(=C21)Cl)N2[C@H](CN(CC2)C(=O)OC(C)(C)C)C Tert-butyl (3S)-4-(2-chloro-7-(8-chloronaphthalen-1-yl)-6,7-dihydro-[1,4]dioxino[2,3-d]pyrimidin-4-yl)-3-methylpiperazine-1-carboxylate